1-cyclopentyl-5-(2-(trifluoromethoxy)phenyl)-1H-pyrazole-3-carboxylic acid C1(CCCC1)N1N=C(C=C1C1=C(C=CC=C1)OC(F)(F)F)C(=O)O